5-tert-Butyl 3-ethyl (6R)-6-methyl-2-(pent-4-yn-1-yl)-2,4,6,7-tetrahydro-5H-pyrazolo[4,3-c]-pyridine-3,5-dicarboxylate C[C@@H]1CC=2C(CN1C(=O)OC(C)(C)C)=C(N(N2)CCCC#C)C(=O)OCC